CC1=CC(=NO1)C1N(CCC1)C1=CC(=CC(N1)=O)N1[C@@H](COCC1)C 6-[2-(5-methylisoxazol-3-yl)pyrrolidin-1-yl]-4-[(3R)-3-methylmorpholin-4-yl]-1H-pyridin-2-one